CN1CC2=CC=NC(C#CC3=CN=C(C=4C=NC(NC(CCOCC1)=O)=CC34)NC)=C2 10-methyl-22-(methylamino)-13-oxa-5,10,17,19,23-pentazatetracyclo[16.6.2.14,8.021,25]heptacosa-1(24),4(27),5,7,18(26),19,21(25),22-octaen-2-yn-16-one